C(C)OC=1C(=C2C=NNC2=C(C1F)SC)C=1N=CC=2N(C1)C=C(N2)NC(=O)C2C(C2)F N-(6-(5-ethoxy-6-fluoro-7-(methylthio)-1H-indazol-4-yl)imidazo[1,2-a]pyrazin-2-yl)-2-fluorocyclopropane-1-carboxamide